CC=1C=C2C(C=C(OC2=C(C1)C(C)NC1=C(C(=O)OC(C)(C)C)C=CC=C1)C=1C=C2C=NN(C2=CC1)CC1COC1)=O tert-Butyl 2-[1-[6-methyl-2-[1-(oxetan-3-ylmethyl)indazol-5-yl]-4-oxo-chromen-8-yl]ethylamino]benzoate